C(C)(C)(C)C=1C=C(C=2CC3=CC=C(C=C3C2C1)C(C)(C)C)[Zr]NC(C)(C)C (3,6-di-tert-butyl-fluorenyl)-tert-butylamino-zirconium